α-D-gluconate O[C@@]1([C@H](O)[C@@H](O)[C@H](O)[C@H](O1)CO)C[O-]